ClC=1C=C(CN2N=CC(=C2)C=2C(=C(C(=CC2)O)N2CC(NS2(=O)=O)=O)F)C=CC1 5-(3-(1-(3-chlorobenzyl)-1H-pyrazol-4-yl)-2-fluoro-6-hydroxyphenyl)-1,2,5-thiadiazolidin-3-one 1,1-dioxide